4-(4-(6-fluoro-1-Boc-1H-indol-3-yl)thiophen-2-yl)-4-oxobutanoic acid methyl ester COC(CCC(=O)C=1SC=C(C1)C1=CN(C2=CC(=CC=C12)F)C(=O)OC(C)(C)C)=O